methyl-(R)-5-(5-((5-(2-amino-6-bromo-1H-benzo[d]imidazol-1-yl)-4-methylpentyl) oxy)-1-methyl-1H-pyrazol-4-yl)-1-ethyl-6-oxo-1,6-dihydropyridine-3-carboxylate COC(=O)C1=CN(C(C(=C1)C=1C=NN(C1OCCC[C@H](CN1C(=NC2=C1C=C(C=C2)Br)N)C)C)=O)CC